ClC=1C2=C(N=CN1)C1=C(S2)N=C2C(=C1COC1CCN(CC1)C)COC(C2)(C)C 4-Chloro-8,8-dimethyl-11-(((1-methylpiperidin-4-yl)oxy)methyl)-7,10-dihydro-8H-pyrano[3'',4'':5',6']pyrido[3',2':4,5]thieno[3,2-d]pyrimidine